1,2,2,4-tetramethylcyclohexyl-carboxylic acid CC1(C(CC(CC1)C)(C)C)C(=O)O